2,2-difluoro-2-(1,4-dioxaspiro[4.5]dec-8-yl)acetic acid ethyl ester C(C)OC(C(C1CCC2(OCCO2)CC1)(F)F)=O